(1s,4s)-2,2-bis(hydroxymethyl)-4-methyl-quinuclidin-3-one OCC1(N2CCC(C1=O)(CC2)C)CO